4-(7-Chloro-8-fluoro-5-methoxy-2-(methylthio)-1,3,6-triazanaphthalen-4-yl)-6-methyl-1,4-oxazepan-6-ol ClC1=NC(=C2C(=NC(=NC2=C1F)SC)N1CCOCC(C1)(O)C)OC